COCCOCCOCCOCCN(C1=CC=C(C=C1)C=CC(=O)C1=CC=C(C=C1)C#CC1=CC(=NC(=C1)C(=O)O)C(=O)O)CCOCCOCCOCCOC 4-[[4-[3-[4-[Bis[2-[2-[2-(2-methoxyethoxy)ethoxy]ethoxy]ethyl]amino]phenyl]-1-oxo-2-propenyl]phenyl]ethynyl]-2,6-pyridinedicarboxylic acid